4-(2-aminopropan-2-yl)benzene-1,3-diol NC(C)(C)C1=C(C=C(C=C1)O)O